ClC1=C(C=CC(=C1)C(F)(F)F)CNC1CNC1 N-[[2-chloro-4-(trifluoromethyl)phenyl]methyl]azetidin-3-amine